2-(5-(cyclopropylmethyl)-3-(6-fluoro-4'-(trifluoromethyl)-2',3',4',5'-tetrahydro-[1,1'-biphenyl]-3-yl)-4-(3-fluoro-4-sulfamoylbenzyl)-1H-pyrazol-1-yl)thiazole-4-carboxylic acid C1(CC1)CC1=C(C(=NN1C=1SC=C(N1)C(=O)O)C=1C=C(C(=CC1)F)C=1CCC(CC1)C(F)(F)F)CC1=CC(=C(C=C1)S(N)(=O)=O)F